CS(=O)(=O)C1=C(C=CC(=C1)C(F)(F)F)N(C(=O)C=1C=NC=CC1)CC1=CC=C2C=CC(=NC2=C1)NC(OC(C)(C)C)=O tert-butyl N-[7-({N-[2-methanesulfonyl-4-(trifluoromethyl)phenyl]-1-(pyridin-3-yl)formamido}methyl)quinolin-2-yl]carbamate